BrC1=CC(=C(C2=C1OC(O2)(C)[C@@H]2CC[C@H](CC2)NC(=O)OC(C)(C)C)C)C(=O)OC methyl 7-bromo-2-(trans-4-((tert-butoxycarbonyl)amino)cyclohexyl)-2,4-dimethylbenzo[d][1,3]dioxol-5-carboxylate